ClC=1C=C(C(=O)O)C=C(C1C(=O)OC)Cl 3,5-dichloro-4-methoxycarbonyl-benzoic acid